(2-(benzyloxy)-4,6-dihydroxy-3-methylphenyl)(2,3-dihydro-4H-benzo[b][1,4]oxazin-4-yl)methanone C(C1=CC=CC=C1)OC1=C(C(=CC(=C1C)O)O)C(=O)N1C2=C(OCC1)C=CC=C2